O(C1CC(C(CC1)C(=O)O)C(=O)O)C1CC(C(CC1)C(=O)O)C(=O)O 4,4'-Oxobis(cyclohexane-1,2-dicarboxylic acid)